(R)-1-((5-chloro-6-(((S)-4-(2,3-dihydrobenzo[b][1,4]dioxin-6-yl)-2,3-dihydro-1H-inden-1-yl)oxy)-2-methoxypyridin-3-yl)methyl)piperidine-3-carboxylic acid ClC=1C=C(C(=NC1O[C@H]1CCC2=C(C=CC=C12)C1=CC2=C(OCCO2)C=C1)OC)CN1C[C@@H](CCC1)C(=O)O